tert-butyl N-[4-(4-fluorophenyl)-2-[[4-[(3-methylimidazol-4-yl)sulfonimidoyl]benzoyl]amino]phenyl]carbamate FC1=CC=C(C=C1)C1=CC(=C(C=C1)NC(OC(C)(C)C)=O)NC(C1=CC=C(C=C1)S(=O)(=N)C=1N(C=NC1)C)=O